N-[2-amino-5-(4-fluorophenyl)phenyl]-5-(N-cyclopropyl-S-methyl-sulfonimidoyl)benzofuran-2-carboxamide NC1=C(C=C(C=C1)C1=CC=C(C=C1)F)NC(=O)C=1OC2=C(C1)C=C(C=C2)S(=O)(=NC2CC2)C